racemic-trans-methyl 4-(trifluoromethyl)piperidine-3-carboxylate FC([C@H]1[C@@H](CNCC1)C(=O)OC)(F)F |r|